4-((5-(pyrrolidin-1-yl)pentyl)oxy)benzaldehyde N1(CCCC1)CCCCCOC1=CC=C(C=O)C=C1